5-{3-[(E)-2-(4-trifluoromethyl-phenyl)-vinyl]-phenyl}-2H-[1,2,3]triazole-4-carbonitrile FC(C1=CC=C(C=C1)/C=C/C=1C=C(C=CC1)C=1C(=NNN1)C#N)(F)F